NCCNCCNCCC[Si](OC)(OC)OC N-(2-aminoethyl)-N'-(3-(trimethoxysilyl)propyl)ethylenediamine